CN1N=CC(=C1)C(=O)N 1-methyl-pyrazol-4-carboxamide